FC(S(=O)OS(=O)C(F)(F)F)(F)F trifluoromethanesulfinic anhydride